O=C1COC2=C(N1)C=C(C=C2)NC(CC2=CC=C(C=C2)C2=CC=1N(C=C2)N=CN1)=O N-(3-Oxo-4H-1,4-benzoxazin-6-yl)-2-[4-([1,2,4]triazolo[1,5-a]pyridin-7-yl)phenyl]acetamide